2-methylpropan-2-yl{[(7R)-5-[5-({[1-(2,6-difluorophenyl)-6-oxo-1,2-diazin-3-yl]carbonyl} amino)-1-(prop-2-yl)benzo[d][1,2,3]triazol-4-yl]-5-azaspiro[2.4]heptan-7-yl]amino}methanoate CC(C)(C)OC(=O)N[C@H]1CN(CC12CC2)C2=C(C=CC=1N(N=NC12)C(C)C)NC(=O)C1=NN(C(C=C1)=O)C1=C(C=CC=C1F)F